(S)-2-(bis(t-butoxycarbonyl)amino)pentanedioic acid 1-t-butyl 5-methyl ester COC(CC[C@@H](C(=O)OC(C)(C)C)N(C(=O)OC(C)(C)C)C(=O)OC(C)(C)C)=O